4-hydroxy-6-(1H-pyrazol-1-yl)-N-((6-(pyrimidin-5-yl)pyridin-3-yl)methyl)nicotinamide OC1=CC(=NC=C1C(=O)NCC=1C=NC(=CC1)C=1C=NC=NC1)N1N=CC=C1